N1CC(CCC1)NC1=NC=C(C(=N1)C=1C=C(NC1)C(=O)OCC)C(F)(F)F ethyl 4-{2-[(piperidin-3-yl)amino]-5-(trifluoromethyl)pyrimidin-4-yl}-1H-pyrrole-2-carboxylate